ClC1=C(C=CC(=C1)F)C(=O)N1CC2CCC(C1)N2C2=C(C(=CC=C2)C(F)(F)F)O (2-chloro-4-fluoro-phenyl)-[8-[2-hydroxy-3-(trifluoromethyl)phenyl]-3,8-diazabicyclo[3.2.1]octan-3-yl]methanone